FC(C=1C=C(C=CC1)[C@@H](C)N)F (R)-1-(3-(difluoromethyl)phenyl)ethanamine